C(C1=CC=CC=C1)OC(=O)N1C(N(C[C@H]1C(=O)OC(C)(C)C)C)=O tert-butyl (4S)-3-benzyloxycarbonyl-1-methyl-2-oxoimidazoline-4-carboxylate